ClC=1C=CC(=NC1)[C@@H]([C@@H](C1=NC=CC=C1)N1C(C2=CC(=CC=C2C1)C=1OC(=NN1)C(F)F)=O)O |o1:8| 2-[(1R*,2R)-2-(5-chloropyridin-2-yl)-2-hydroxy-1-(pyridin-2-yl)ethyl]-6-[5-(difluoromethyl)-1,3,4-oxadiazol-2-yl]-2,3-dihydro-1H-isoindol-1-one